3-(7-{[(4R)-8-chloro-4-ethyl-1,1-dioxo-3,4-dihydro-2H-pyrido[2,3-b][1,4,5]oxathiazepin-2-yl]methyl}-1-benzofuran-5-yl)-3-(7-cyclopropyl-1,4-dimethyl-1H-benzotriazol-5-yl)propanoic acid ClC1=CC2=C(O[C@@H](CN(S2(=O)=O)CC2=CC(=CC=3C=COC32)C(CC(=O)O)C3=C(C2=C(N(N=N2)C)C(=C3)C3CC3)C)CC)N=C1